1-([2,3'-bipyridin]-6'-ylmethyl)-4-(1-methylcyclopropyl)-1,4-dihydropyrazine-2,3-dione N1=C(C=CC=C1)C=1C=NC(=CC1)CN1C(C(N(C=C1)C1(CC1)C)=O)=O